1-(3-(4-(5-fluoro-2-(trifluoromethyl)phenyl)piperidine-1-carbonyl)-4,5-dihydro-1H-pyrazolo[3,4-c]pyridine-6(7H)-yl)ethanone FC=1C=CC(=C(C1)C1CCN(CC1)C(=O)C1=NNC=2CN(CCC21)C(C)=O)C(F)(F)F